C1(=CC=CC=C1)C=1N=C(NC1)C1COC2=CC=C(C=C2C1)OC1=CC(=NC=C1)CC(=O)N [4-[3-(4-phenyl-1H-imidazol-2-yl)chroman-6-yl]oxy-2-pyridinyl]acetamide